C1(CCC1)CC1=NC(=NO1)NC ((5-(cyclobutylmethyl)-1,2,4-oxadiazol-3-yl)amino)methane